CC1(COCC(O1)C(=O)ON1C(C2=CC=CC=C2C1=O)=O)C 2-[(6,6-dimethyl-1,4-dioxane-2-carbonyl)oxy]-1H-isoindole-1,3(2H)-dione